FC1=C(C=C(C=C1)F)[C@@H]1N(CCC1)C1=NC=2N(C=C1)N=CC2C(=O)N[C@H](CO)[C@H](C)O 5-((R)-2-(2,5-difluorophenyl)pyrrolidin-1-yl)-N-((2R,3S)-1,3-dihydroxybutan-2-yl)pyrazolo[1,5-a]pyrimidine-3-carboxamide